7-n-hexyltridecane C(CCCCC)C(CCCCCC)CCCCCC